ClC1=CC=C(C=N1)C1=NOC(=N1)C(F)F 3-(6-chloropyridin-3-yl)-5-(difluoromethyl)-1,2,4-oxadiazole